NC=1C(NC(N(N1)C1=CC(=C(C(=C1)Cl)OC=1C=C2C(=CC(=NC2=CC1)C=1C=NC(=CC1)C)C)Cl)=O)=O 6-amino-2-(3,5-dichloro-4-((4-methyl-2-(6-methylpyridin-3-yl)quinolin-6-yl)oxy)phenyl)-1,2,4-triazine-3,5(2H,4H)-dione